(S)-6-(4-cyclopropyl-6-methoxypyrimidin-5-yl)-1-(1-(4-(1-ethyl-4-(trifluoromethyl)-1H-imidazol-2-yl)phenyl)ethyl)-3-methoxy-1H-pyrazolo[3,4-d]pyrimidine C1(CC1)C1=NC=NC(=C1C1=NC=C2C(=N1)N(N=C2OC)[C@@H](C)C2=CC=C(C=C2)C=2N(C=C(N2)C(F)(F)F)CC)OC